FC(CCS(=O)(=O)O)(F)F.FC(CN1CCC(CC1)CC=1C=CC2=C(C(=NO2)N2C(NC(CC2)=O)=O)C1)(F)F 1-(5-((1-(2,2,2-trifluoroethyl)piperidin-4-yl)methyl)benzo[d]isoxazol-3-yl)dihydropyrimidine-2,4(1H,3H)-dione 2,2,2-Trifluoroethyl-methanesulfonate